CC1(OCC2(CC1)CCC(CC2)C2=C1N(N=C2CN(CCNC)C)CC(C1)(F)F)C N1-((3-((6r,9r)-3,3-dimethyl-2-oxaspiro[5.5]undecan-9-yl)-5,5-difluoro-5,6-dihydro-4H-pyrrolo-[1,2-b]pyrazol-2-yl)methyl)-N1,N2-dimethylethane-1,2-diamine